C(C)(C)(C)OC(=O)N1C[C@@H]2C([C@@H]2C1)B1OC(C(O1)(C)C)(C)C.O[C@@H]1[C@H](CN(C[C@@H]1O)C(CCCCCO)=O)NC(C)=O N-[(3S,4R,5S)-4,5-dihydroxy-1-(6-hydroxyhexanoyl)-3-piperidinyl]acetamide tert-butyl-(1R,5S)-6-(4,4,5,5-tetramethyl-1,3,2-dioxaborolan-2-yl)-3-azabicyclo[3.1.0]hexane-3-carboxylate